1-(2-aminoethyl)-3-ethyl-5-(trifluoromethyl)-1H-pyrrolo[2,3-b]pyridine-2-carboxylic acid ethyl ester hydrochloride Cl.C(C)OC(=O)C1=C(C=2C(=NC=C(C2)C(F)(F)F)N1CCN)CC